O1C(CCCC1)N1N=CC=C1B1OC(C(O1)(C)C)(C)C 1-(oxan-2-yl)-5-(4,4,5,5-tetramethyl-1,3,2-dioxaborolan-2-yl)-1H-pyrazole